N1-(1H-pyrrolo[3,2-c]pyridin-3-yl)-N2-(6-(2,2,2-trifluoroethoxy)-pyridin-3-yl)oxalamide N1C=C(C=2C=NC=CC21)NC(C(=O)NC=2C=NC(=CC2)OCC(F)(F)F)=O